C(C)(C)(C)C1=CC=C(C=C1)C1=C(C(=C(C=C1)N)Cl)N (4-(tert-butyl)phenyl)-2-chlorobenzene-1,3-diamine